(9H-fluoren-9-yl)methyl (3-(6-acetamidobenzo[d][1,3]dioxol-5-yl)-3-oxopropyl)(cyclopropyl)carbamate C(C)(=O)NC=1C(=CC2=C(OCO2)C1)C(CCN(C(OCC1C2=CC=CC=C2C=2C=CC=CC12)=O)C1CC1)=O